ClC=1C=C2C(=NC1)NCO2 6-chloro-3H-oxazolo[4,5-B]pyridine